2,3,5-trifluoro-4-[(4-methoxyphenyl)methoxy]-N-({(1r,4r)-4-[6-(piperazin-1-yl)-2H-indazol-2-yl]cyclohexyl}methyl)benzamide FC1=C(C(=O)NCC2CCC(CC2)N2N=C3C=C(C=CC3=C2)N2CCNCC2)C=C(C(=C1F)OCC1=CC=C(C=C1)OC)F